C(C)(C)(C)C=1C=C(C=C(C1O)C(C)(C)C)CCC(=O)NCCCCCCNC(CCC1=CC(=C(C(=C1)C(C)(C)C)O)C(C)(C)C)=O N,N'-bis-(3,5-di-tert-butyl-4-hydroxyphenylpropionyl)hexamethylenediamine